8a-Ethyl-2-[5-fluoro-2-[(1-methylsulfonylpiperidin-4-yl)amino]pyrimidin-4-yl]-7,8-dihydro-6H-thieno[2,3-a]pyrrolizin-4-one C(C)C12CCCN2C(C2=C1SC(=C2)C2=NC(=NC=C2F)NC2CCN(CC2)S(=O)(=O)C)=O